C(CC)N1CC=2C(CC1)=C(N(N2)C2=NC=CC=C2)O 6-propyl-2-(pyridin-2-yl)-4,5,6,7-tetrahydro-2H-pyrazolo[3,4-c]pyridin-3-ol